terphenyl cyanate [O-]C#N.C1(=CC=CC=C1)C=1C(=CC=CC1)C1=CC=CC=C1